(+)-N-(2-((2,3-Dimethyl-1H-indol-1-yl)(phenyl)methyl)benzofuran-3-yl)toluenesulfonamide CC=1N(C2=CC=CC=C2C1C)C(C=1OC2=C(C1NS(=O)(=O)CC1=CC=CC=C1)C=CC=C2)C2=CC=CC=C2